(6-((3S,4S)-4-amino-3-methyl-2-oxa-8-azaspiro[4.5]decan-8-yl)-3-((3-chloro-2-(3,3-difluoroazetidin-1-yl)pyridin-4-yl)ethynyl)-1H-pyrazolo[3,4-b]pyrazin-5-yl)methanol N[C@@H]1[C@@H](OCC12CCN(CC2)C2=C(N=C1C(=N2)NN=C1C#CC1=C(C(=NC=C1)N1CC(C1)(F)F)Cl)CO)C